1-(3-pyridyl)-3-(2-quinolyl)-2-propen-1-one N1=CC(=CC=C1)C(C=CC1=NC2=CC=CC=C2C=C1)=O